C(C=CC=CC=CC=CC=CC=CCCCCCCCCC)(=O)NCCOC(C1=CC=C(C=C1)S)=O 4-mercaptobenzoic acid-(docosahexaenamidoethyl) ester